4-[(4R,10bS)-2-(7-cyanopyrazolo[1,5-a]pyridin-4-yl)-4-methyl-3,4,6,10b-tetrahydro-1H-pyrazino[2,1-a]isoindol-8-yl]piperazine-1-carboxylic acid tert-butyl ester C(C)(C)(C)OC(=O)N1CCN(CC1)C=1C=C2CN3[C@@H](C2=CC1)CN(C[C@H]3C)C=3C=1N(C(=CC3)C#N)N=CC1